(S)-tert-butyl 2-((4-(methylsulfonyl)phenoxy)methyl)piperazine-1-carboxylate CS(=O)(=O)C1=CC=C(OC[C@H]2N(CCNC2)C(=O)OC(C)(C)C)C=C1